5-fluoro-6-(isoindolin-2-ylmethyl)-1-methyl-3-(4,4,5,5-tetramethyl-1,3,2-dioxaborolan-2-yl)pyridin-2(1H)-one FC=1C=C(C(N(C1CN1CC2=CC=CC=C2C1)C)=O)B1OC(C(O1)(C)C)(C)C